6-chloro-N-(5-(4-((3-morpholinopropyl)carbamoyl)-1H-1,2,3-triazol-1-yl)-2-((3S,5R)-3,4,5-trimethylpiperazin-1-yl)phenyl)-4-(trifluoromethyl)nicotinamide ClC1=NC=C(C(=O)NC2=C(C=CC(=C2)N2N=NC(=C2)C(NCCCN2CCOCC2)=O)N2C[C@@H](N([C@@H](C2)C)C)C)C(=C1)C(F)(F)F